6-bromohexyl 6,6-bis(non-2-yn-1-yloxy)hexanoate C(C#CCCCCCC)OC(CCCCC(=O)OCCCCCCBr)OCC#CCCCCCC